FC=1C=CC(=C(C1)C1=C(C=CC=C1)C(C)C)NC=1C(=NC=NC1)N1CC2(CCN(C2)CC2=CC3=C(NC(N3)=O)C=C2)CC1 5-((7-(5-((5-fluoro-2'-isopropyl-[1,1'-biphenyl]-2-yl)amino)pyrimidin-4-yl)-2,7-diazaspiro[4.4]nonan-2-yl)methyl)-1,3-dihydro-2H-benzo[d]imidazol-2-one